CN(C)CCN1C(=O)C2=CC=CC3=CC(=CC(=C32)C1=O)N benzisoquinolinedione